C1(CC1)N(C1=CC=C(N=N1)C1=C(C=C2C=CN(C(C2=C1)=O)C)O)C1C([C@@H]2CC[C@H](C1)N2)F 7-(6-(cyclopropyl((1S,5R)-2-fluoro-8-azabicyclo[3.2.1]octan-3-yl)amino)pyridazin-3-yl)-6-hydroxy-2-methylisoquinolin-1(2H)-one